COC1=NC(=CC=C1NC(=O)C=1C(=NOC1C)C1=CC=CC=C1)C=1C=NN(C1)C1=CC=NC=C1 N-(2-Methoxy-6-(1-(pyridin-4-yl)-1H-pyrazol-4-yl)pyridin-3-yl)-5-methyl-3-phenylisoxazole-4-carboxamide